N-(2,6-dimethyl-4-(trifluoromethyl)phenyl)-1-(5-fluoropyridin-2-yl)-1H-imidazo[4,5-c]pyridin-4-amine CC1=C(C(=CC(=C1)C(F)(F)F)C)NC1=NC=CC2=C1N=CN2C2=NC=C(C=C2)F